13,14-methyleneheptadecanoic acid C1C(CCCCCCCCCCCC(=O)O)C1CCC